[Mn].[Fe].[Cu].[Na] Sodium copper iron manganese